COC1=C(C(=CC(=C1)C)C)C1=CC2=C(N=N1)C(=CN2C(=O)OC(C)(C)C)C2CN(CCC2)C Tert-butyl 3-(2-methoxy-4,6-dimethyl-phenyl)-7-(1-methyl-3-piperidyl)pyrrolo[3,2-c]pyridazine-5-carboxylate